C1(CC1)C(=O)N1CC=2NC(=NC2C1)C1=NNC2=CC=C(C=C12)CC1=CC(=CC(=C1)F)F Cyclopropyl-(2-(5-(3,5-Difluorobenzyl)-1H-Indazol-3-yl)-4,6-Dihydropyrrolo[3,4-d]imidazol-5(1H)-yl)keton